2-((1r,4r)-4-(4-bromo-1H-pyrazol-1-yl)cyclohexyl)ethan-1-ol BrC=1C=NN(C1)C1CCC(CC1)CCO